ClC=1C=CC2=C(N(C[C@H](O2)C(=O)NC23CC(C2)(C3)NC(COC3=CC(=C(C=C3)Cl)F)=O)C)C1 (2S)-6-chloro-N-{3-[2-(4-chloro-3-fluorophenoxy)acetamido]bicyclo[1.1.1]pent-1-yl}-4-methyl-3,4-dihydro-2H-1,4-benzoxazine-2-carboxamide